C(C)(C)(C)N(C(O)=O)C(C)C=1C=NC=C(C1)N=C(C1=CC=CC=C1)C1=CC=CC=C1.C(CCCCCCC=C)[SiH]([SiH3])C 8-nonenyl-methyl-disilane tert-butyl-(1-(5-((diphenylmethylene)amino)pyridin-3-yl)ethyl)carbamate